3-{6-chloro-2-[(5-chloro-1-cyclopropyl-1H-pyrazol-4-yl)amino]quinazolin-7-yl}-6-methyl-3-azabicyclo[3.1.1]heptan-6-ol ClC=1C=C2C=NC(=NC2=CC1N1CC2C(C(C1)C2)(O)C)NC=2C=NN(C2Cl)C2CC2